ClC=1C=NN(C(C1Cl)=O)CC(=O)NC=1C=CC(=C(C1)S(=O)(=O)N1CCC(CC1)C(=O)N)C 1-((5-(2-(4,5-dichloro-6-oxopyridazin-1(6H)-yl)acetamido)-2-methylphenyl)sulfonyl)piperidine-4-carboxamide